C(C1=CC=CC=C1)S(=NC(=O)C=1N=C2N(C=CC(=C2)C2=NOC(=N2)C(F)(F)F)C1)(=O)C N-(benzyl(methyl)(oxo)-λ6-sulfaneylidene)-7-(5-(trifluoromethyl)-1,2,4-oxadiazol-3-yl)imidazo[1,2-a]pyridine-2-carboxamide